1-[(4-methoxyphenyl)methyl]-1H-pyrazol COC1=CC=C(C=C1)CN1N=CC=C1